BrC1=CC=C(C=C1)C(C)(C)C=1N=C(SC1)NC(=O)NCC1=CC=C(C=C1)CN1CCNCC1 1-(4-(2-(4-bromophenyl)-propan-2-yl)thiazol-2-yl)-3-(4-(piperazin-1-ylmeth-yl)benzyl)urea